C(C)(=O)N1CCC(CC1)CNC1=NC=CC(=N1)C(=O)[O-] (((1-acetylpiperidin-4-yl)methyl)amino)pyrimidine-4-carboxylate